3-Nonanol CCC(CCCCCC)O